bis[3,5-difluoro-2-[5-(trifluoromethyl)-2-pyridyl]phenyl]iridium(1+) FC=1C(=C(C=C(C1)F)[Ir+]C1=C(C(=CC(=C1)F)F)C1=NC=C(C=C1)C(F)(F)F)C1=NC=C(C=C1)C(F)(F)F